3-(3-((Tert-butyl-dimethylsilyl)oxy)prop-1-en-2-yl)-5-(3-(2-fluoroethoxy)-4-methoxyphenyl)pyridine [Si](C)(C)(C(C)(C)C)OCC(=C)C=1C=NC=C(C1)C1=CC(=C(C=C1)OC)OCCF